FC=1C=C(C=C(C1)F)CC(=O)NN1C(C2=CC=CC=C2C(=N1)C)=O 2-(3,5-difluorophenyl)-N-(4-methyl-1-oxophthalazin-2(1H)-yl)acetamide